2-Ethylhexyl acrylate (2-Ethylhexyl acrylate) 2-Ethylhexyl-methacrylate (2-Ethylhexyl-methacrylate) Glycidyl-methacrylate (Glycidyl-methacrylate) C(C1CO1)C=C(C(=O)O)C.C(C1CO1)OC(C(=C)C)=O.C(C)C(CC=C(C(=O)O)C)CCCC.C(C)C(COC(C(=C)C)=O)CCCC.C(C)C(CC(C(=O)O)=C)CCCC.C(C=C)(=O)OCC(CCCC)CC